FC1=C2C=CN(C2=C(C=C1)C(=O)NC1CC2(CCC2)C1)CC1=CC2=CC=C(C=C2C=C1)F 6-(4-Fluoro-1-((6-fluoronaphthalin-2-yl)methyl)-1H-indol-7-carboxamido)spiro[3.3]heptan